FC=1C=C(C=CC1OC1=CC=NC2=CC=C(C=C12)OC)NC(=O)C=1C=NC(=C(C1O)C1=CC=C(C=C1)F)C N-[3-fluoro-4-(6-methoxyquinolin-4-yl)oxyphenyl]-5-(4-fluorophenyl)-4-hydroxy-6-methylpyridine-3-carboxamide